C1=CC=CC2=C1N=C1C2=C2C(C=3C4=CC=CC=C4NC13)=CN=C2 indolo[2,3-a]pyrrolo[3,4-c]carbazole